sodium-calcium salt [Ca].[Na]